4-(thiophen-2-yl)-N,N-Dip-tolylaniline S1C(=CC=C1)C1=CC=C(N(C2=CC=C(C=C2)C)C2=CC=C(C=C2)C)C=C1